FC1=CC(=C(C=C1)C1=C(N=CS1)CN1N=CC=C1)C(C)O 1-({5-[4-fluoro-2-(1-hydroxyethyl)phenyl]-1,3-thiazol-4-yl}methyl)-1H-pyrazole